CCCCCCCCCCCCCCCC(=O)OC[C@H](COP(=O)([O-])OCC(CO)O)OC(=O)CCCCCCC/C=C\\CCCCCCCC The molecule is a phosphatidylglycerol(1-) that is the conjugate base of 1-palmitoyl-2-oleoyl-sn-glycero-3-phosphoglycerol obtained by deprotonation of the phosphate OH group; major species at pH 7.3. It is a phosphatidylglycerol(1-) and a 1,2-diacyl-sn-glycero-3-phosphoglycerol(1-). It is a conjugate base of a 1-palmitoyl-2-oleoyl-sn-glycero-3-phosphoglycerol.